Methyl (E)-2-hydroxy-5-(5-(3-oxo-3-(4-(trifluoromethyl)phenyl)prop-1-en-1-yl)furan-2-yl)benzoate OC1=C(C(=O)OC)C=C(C=C1)C=1OC(=CC1)\C=C\C(C1=CC=C(C=C1)C(F)(F)F)=O